BrCC1=NNC(C(=C1C)C(F)(F)F)=O 3-(bromomethyl)-4-methyl-5-(trifluoromethyl)-1H-pyridazin-6-one